COC(COC=1C(NC(N([C@H]2[C@H](OC)[C@H](O)[C@@H](CO)O2)C1)=O)=O)=O 2'-O-methyl-uridine-5-oxyacetic acid methyl ester